6-(5-bromo-2-pyridinyl)-2,6-diazaspiro[3.3]heptane-2-carboxylic acid tert-butyl ester C(C)(C)(C)OC(=O)N1CC2(C1)CN(C2)C2=NC=C(C=C2)Br